C1(CCC1)CC=1C=NN2C1N(C(C1=C2CN(C(C1)C)C(=O)OC(C)(C)C)=O)C1=CC=C(C=C1)C(NC)=O tert-butyl 3-(cyclobutylmethyl)-7-methyl-4-(4-(methylcarbamoyl)phenyl)-5-oxo-5,6,7,9-tetrahydropyrazolo[1,5-a]pyrido[4,3-e]pyrimidine-8(4H)-carboxylate